4-[(4-Propan-2-ylphenyl)methyl]benzene-1,3-diol CC(C)C1=CC=C(C=C1)CC1=C(C=C(C=C1)O)O